CN(C)CC1(CC1)COC=1N=C(C2=C(N1)CN(C2)C(=O)C2=CC(=CC1=CC=CC(=C21)I)O)N2C[C@H](CCC2)C (S)-(2-((1-((dimethylamino)methyl)cyclopropyl)methoxy)-4-(3-methylpiperidin-1-yl)-5,7-dihydro-6H-pyrrolo[3,4-d]pyrimidin-6-yl)(3-hydroxy-8-iodonaphthalen-1-yl)methanone